tert-butyl (2R,5S)-4-(2-chloro-9H-purin-6-yl)-2,5-dimethylpiperazine-1-carboxylate ClC1=NC(=C2N=CNC2=N1)N1C[C@H](N(C[C@@H]1C)C(=O)OC(C)(C)C)C